4-[(1,1,2,2,2-2H5)ethyl]-3-(4,4,5,5-tetramethyl-1,3,2-dioxaborolan-2-yl)-1-{[2-(trimethylsilyl)ethoxy]methyl}-1H,4H,5H-pyrrolo[3,2-b]pyridin-5-one C(C([2H])([2H])[2H])([2H])([2H])N1C2=C(C=CC1=O)N(C=C2B2OC(C(O2)(C)C)(C)C)COCC[Si](C)(C)C